amino-triazinylmethyl-triazole NC1=C(N=NN1)CC1=NN=NC=C1